NC1=C2N=C(N(C2=NC=N1)CCCNC(C(C)(C)C)=O)SC1=CC2=C(OCO2)C=C1C=1OC(=CC1)C N-(3-{6-Amino-8-[6-(5-methyl-furan-2-yl)-benzo[1,3]dioxol-5-ylsulfanyl]-purin-9-yl}-propyl)-2,2-dimethyl-propionamide